C1(=CC=CC=C1)P(C1=C(C=CC=C1)OC1=C(C=CC=C1)P(C1=CC=CC=C1)C1=CC=CC=C1)C1=CC=CC=C1 [2-(diphenylphosphino) phenyl] ether